6-((S)-1-((S)-3-fluoropyrrolidin-1-yl)ethyl)-2-(3-((R)-1,1,2-trifluoro-1-(4-methyl-4H-1,2,4-triazol-3-yl)propan-2-yl)phenyl)-4-(trifluoromethyl)isoindolin-1-one F[C@@H]1CN(CC1)[C@@H](C)C1=CC(=C2CN(C(C2=C1)=O)C1=CC(=CC=C1)[C@@](C(C1=NN=CN1C)(F)F)(C)F)C(F)(F)F